N1CNC2CNCC=C21 tetrahydro-5H-imidazo[4,5-c]pyridine